8-acetyl-2-(2,6-dimethylpyridin-3-yl)-3,6-dimethylquinazolin-4(3H)-one C(C)(=O)C=1C=C(C=C2C(N(C(=NC12)C=1C(=NC(=CC1)C)C)C)=O)C